ClC1=C(C=C2C(=C(N(C2=C1C#N)C)C1=NN=C(N1)C(COC)(F)F)C=1C=NNC1)OC 6-chloro-2-(5-(1,1-difluoro-2-methoxyethyl)-4H-1,2,4-triazol-3-yl)-5-methoxy-1-methyl-3-(1H-pyrazol-4-yl)-1H-indole-7-carbonitrile